(R)-7-(2-(((3-chloropyridin-2-yl)oxy)methyl)pyrrolidin-1-yl)-6-methoxy-4-oxo-1-(pyrazin-2-yl)-1,4-dihydroquinoline-3-carboxylic acid ClC=1C(=NC=CC1)OC[C@@H]1N(CCC1)C1=C(C=C2C(C(=CN(C2=C1)C1=NC=CN=C1)C(=O)O)=O)OC